2,4-dibromo-6-fluorobenzoic acid BrC1=C(C(=O)O)C(=CC(=C1)Br)F